p-toluenesulfonic acid iron (II) [Fe+2].CC1=CC=C(C=C1)S(=O)(=O)O